methylthio-propanol CSC(CC)O